NC1=CC=C(C=C1)CO (4-amino-phenyl)-methanol